3-(3-((dimethylamino)methyl)-4-hydroxy-1-(thiophen-3-ylmethyl)piperidin-4-yl)benzamide hydrochloride Cl.CN(C)CC1CN(CCC1(O)C=1C=C(C(=O)N)C=CC1)CC1=CSC=C1